(1-(3-fluoro-5-(trifluoromethyl)benzyl)azetidin-3-yl)-2-methoxy-N-(pyridazin-4-yl)nicotinamide FC=1C=C(CN2CC(C2)C2=NC(=C(C(=O)NC3=CN=NC=C3)C=C2)OC)C=C(C1)C(F)(F)F